(S)-1-(4-(6-((4-chloro-2-fluorobenzyl)oxy)pyridin-2-yl)piperazin-1-yl)ethyl-1-(((S)-oxetan-2-yl)methyl)-1H-benzo[d]imidazol-6-carboxylic acid ClC1=CC(=C(COC2=CC=CC(=N2)N2CCN(CC2)[C@@H](C)C2=NC3=C(N2C[C@H]2OCC2)C=C(C=C3)C(=O)O)C=C1)F